5'-(2-(2-oxa-6-azaspiro[3.3]heptane-6-carbonyl)-1H-pyrrolo[2,3-b]pyridin-4-yl)-2'-amino-N,N-dimethyl-[2,3'-bipyridine]-5-carboxamide C1OCC12CN(C2)C(=O)C2=CC=1C(=NC=CC1C=1C=C(C(=NC1)N)C1=NC=C(C=C1)C(=O)N(C)C)N2